C(C)(C)(C)OC(=O)N1[C@H](CN(CC1)C1=NC=2N(C=C1)N=CC2C=2C(=NC=CC2)OC2CC2)C.C(C)(C)(C)[Si](C2=CC=CC=C2)(C2=CC=CC=C2)OCCCCOCCI tert-butyl-(4-(2-iodoethoxy)butoxy)diphenylsilane tert-butyl-(2S)-4-[3-[2-(cyclopropoxy)-3-pyridyl]pyrazolo[1,5-a]pyrimidin-5-yl]-2-methyl-piperazine-1-carboxylate